5-chloro-N2-(1-(4-nitrobenzyl)-1H-pyrazol-4-yl)-N4-(1H-pyrazol-3-yl)pyrimidine-2,4-diamine ClC=1C(=NC(=NC1)NC=1C=NN(C1)CC1=CC=C(C=C1)[N+](=O)[O-])NC1=NNC=C1